5-(2-chloropyrimidin-4-yloxy)-2-methyl-4-phenylthiazole ClC1=NC=CC(=N1)OC1=C(N=C(S1)C)C1=CC=CC=C1